(4-(3-aminopropoxy)butyl)(3-aminopropyl)carbamic acid NCCCOCCCCN(C(O)=O)CCCN